C(C1=CC=CC=C1)N1C[C@@](CC1)(C)OC1=C(C(=C(C(=C1)F)S(=O)(=O)N(C(OC(C)(C)C)=O)C=1N=CSC1)F)C tert-butyl (S)-((4-((1-benzyl-3-methylpyrrolidin-3-yl)oxy)-2,6-difluoro-3-methylphenyl)sulfonyl)(thiazol-4-yl)carbamate